(R)-N-(2-(difluoromethoxy)-4-(tetrahydro-2H-pyran-4-yl)phenyl)-9-methyl-6-oxo-6,7,8,9-tetrahydropyrido[3',2':4,5]pyrrolo[1,2-a]pyrazine-2-carboxamide FC(OC1=C(C=CC(=C1)C1CCOCC1)NC(=O)C=1C=CC=2C=C3N([C@@H](CNC3=O)C)C2N1)F